methyl 6-chloro-4-methylpyridine-3-carboxylate ClC1=CC(=C(C=N1)C(=O)OC)C